C(CCC=CCCC(=O)O)(=O)O oct-4-ene-1,8-dioic acid